C(C)OC([C@@H]([C@H](CC)C)O)=O (2R,3S)-2-hydroxy-3-methylpentanoic acid ethyl ester